NC1=NC(=NC=C1)C=1C(=NN(C1O[C@@H](CCNC1=C(C=NC(=C1)Cl)C1=NC=C(C=C1)C(C)(C)O)C)C)C (R)-2-(4'-((3-((4-(4-Aminopyrimidin-2-yl)-1,3-dimethyl-1H-pyrazol-5-yl)oxy)butyl)amino)-6'-chloro-[2,3'-bipyridin]-5-yl)propan-2-ol